7-(pyridin-2-yloxy)-1H-benzimidazole N1=C(C=CC=C1)OC1=CC=CC2=C1NC=N2